S1C=C(C=C1)C(=O)NC=1C=C2C(=CNC2=CC1)C1CCN(CC1)C(C)CCC 5-(3-thienoyl)amino-3-(1-(2-pentyl)piperidin-4-yl)-1H-indole